C(CCC\C=C/CCCC)CC(=O)O.C(C)(=O)OCCCC\C=C/CCCC (Z)-5-decen-1-yl acetate ((Z)-5-decen-1-yl acetate)